C1[C@@H]2CC3(C[C@H]1CC(C2)(C3)C(=O)NCC4=CC=NC=C4)C5=CC=C(C=C5)Cl 3-(4-chlorophenyl)-N-(pyridin-4-ylmethyl)adamantane-1-carboxamide